sodium ethylenediamine tetramethylene thiophosphonate P1(OCCCCO1)=S.C(CN)N.[Na]